AMYL SALICYLATE (pentyl 2-hydroxy benzoate) C(CCCC)C=1C(=C(C(=O)O)C=CC1)O.C(C=1C(O)=CC=CC1)(=O)OCCCCC